(((hydroxy)benzylamino)(3,5-dimethoxyphenyl)methyl)diphenylphosphine oxide ON(CC1=CC=CC=C1)C(C1=CC(=CC(=C1)OC)OC)P(C1=CC=CC=C1)(C1=CC=CC=C1)=O